bis(2,3-dimercaptopropyl) sulfide SC(CSCC(CS)S)CS